C(C)(C)(C)N(C(O)=O)C1=C(C=C(C(=C1)Br)F)C(C(C)(F)F)=O.C[C@H]1O[C@H](CN(C1)C1=C2C=CC=NC2=C(C=C1)C(F)(F)F)C(=O)NCC1CNCCO1 (2R,6R)-6-methyl-N-(morpholin-2-ylmethyl)-4-[8-(trifluoromethyl)-5-quinolinyl]morpholine-2-carboxamide tert-butyl-(5-bromo-2-(2,2-difluoropropanoyl)-4-fluorophenyl)carbamate